6-((1-methyl-1H-pyrazol-3-yl)amino)pyridazine-3-carboxamide CN1N=C(C=C1)NC1=CC=C(N=N1)C(=O)N